(R)-1-(3-(5-hydroxy-6-oxo-1,6-dihydropyrimidin-4-yl)-2-(4-((4-(morpholinomethyl)phenyl)ethynyl)phenyl)propyl)azetidin-3-yl acetate C(C)(=O)OC1CN(C1)C[C@H](CC=1N=CNC(C1O)=O)C1=CC=C(C=C1)C#CC1=CC=C(C=C1)CN1CCOCC1